2-hydroxy-4-(2-bromo-3-phenylbenzyloxy)benzaldehyde OC1=C(C=O)C=CC(=C1)OCC1=C(C(=CC=C1)C1=CC=CC=C1)Br